2-(4-cyclobutylphenyl)-N-hydroxyacetimidamide C1(CCC1)C1=CC=C(C=C1)CC(NO)=N